4,4'-bis(phenylamino)biphenyl C1(=CC=CC=C1)NC1=CC=C(C=C1)C1=CC=C(C=C1)NC1=CC=CC=C1